3-((2-chloropyridin-4-yl)oxy)-6-ethyl-2-phenylpyridine ClC1=NC=CC(=C1)OC=1C(=NC(=CC1)CC)C1=CC=CC=C1